1,3-dihydro-5-bromo-2-oxobenzo[c]thiophene BrC1=CC2=C(CS(C2)=O)C=C1